tert-Butyl 2-((S)-5-methyl-2-(5-methylisoxazole-3-carboxamido)hexanoyl)-1-(((S)-2-oxopyrrolidin-3-yl)methyl)hydrazine-1-carboxylate CC(CC[C@@H](C(=O)NN(C(=O)OC(C)(C)C)C[C@H]1C(NCC1)=O)NC(=O)C1=NOC(=C1)C)C